7'-((6-amino-5-fluoropyrimidin-4-yl)amino)-5'-chlorospiro[cyclobutane-1,2'-pyrido[2,1-f][1,2,4]triazine]-4',8'(1'H,3'H)-dione hydrochloride Cl.NC1=C(C(=NC=N1)NC1=CC(=C2C(NC3(NN2C1=O)CCC3)=O)Cl)F